[C@@H]([C@@H]([C@H](C(=O)O)O)O)([C@@H](C(=O)O)O)O meso-Galactaric acid